3-((((3R,5R)-3-butyl-3-ethyl-2,3,4,5-tetrahydro-7-methoxy-1,1-dioxido-5-phenyl-1,4-benzothiazepin-8-yl)methyl)amino)pentanedioic acid C(CCC)[C@@]1(CS(C2=C([C@H](N1)C1=CC=CC=C1)C=C(C(=C2)CNC(CC(=O)O)CC(=O)O)OC)(=O)=O)CC